tert-butyl-1-piperazinecarboxylic acid C(C)(C)(C)C1N(CCNC1)C(=O)O